COC1=CC=C(C=C1)CC/C=C/C1=CC=C2CCC(C2=C1)=O (E)-6-(4-(4-methoxyphenyl)but-1-en-1-yl)-2,3-dihydro-1H-inden-1-one